3-[(4-methoxybenzyl)(4-dimethylaminobenzyl)aminocarbonyloxyethoxy]dimethylaminobenzene diethyl-((7-bromo-3-((5,5,5-trifluoropentyl)oxy)isoquinolin-6-yl)difluoromethyl)phosphonate C(C)OP(OCC)(=O)C(F)(F)C=1C=C2C=C(N=CC2=CC1Br)OCCCCC(F)(F)F.COC1=CC=C(CC(COC=2C=C(C=CC2)N(C)C)OC(=O)NCC2=CC=C(C=C2)N(C)C)C=C1